BrC1=CC(=C(C=C1F)S)F 4-bromo-2,5-difluorobenzenethiol